((R)-2,2-difluorocyclopropyl)((R)-4-(4-methylpyrazolo[1,5-a]pyridin-2-yl)-1,4,6,7-tetrahydro-5H-imidazo[4,5-c]pyridin-5-yl)methanone FC1([C@H](C1)C(=O)N1[C@H](C2=C(CC1)NC=N2)C2=NN1C(C(=CC=C1)C)=C2)F